S1C2=C(C=C1)C=CC(=C2)N2CC[C@@]1(C2=NC2=CC=C(C=C2C1=O)Cl)O (S)-1-(Benzo[b]thiophen-6-yl)-6-chloro-3a-hydroxy-1,2,3,3a-tetrahydro-4H-pyrrolo[2,3-b]quinolin-4-one